2-fluoro-1-(3-(7-(1-oxophospholan-1-yl)-3-(6-(trifluoromethyl)pyridin-3-yl)-1H-pyrazolo[4,3-b]pyridin-1-yl)azetidin-1-yl)prop-2-en-1-one FC(C(=O)N1CC(C1)N1N=C(C2=NC=CC(=C21)P2(CCCC2)=O)C=2C=NC(=CC2)C(F)(F)F)=C